CC1=NOC(=C1C=1C=C2C(=NC1)C(=CN2C2=C(C=C(C(=O)O)C=C2OCC)OCC)C=2C=NN(C2)CC(C)(C)O)C 4-(6-(3,5-dimethylisoxazol-4-yl)-3-(1-(2-hydroxy-2-methylpropyl)-1H-pyrazol-4-yl)-1H-pyrrolo[3,2-b]pyridin-1-yl)-3,5-diethoxybenzoic acid